(+)-2-methyl-5-(1-propen-2-yl)-2-cyclohexen-1-one CC=1C(CC(CC1)C(=C)C)=O